4-[[5-[(3-chlorophenyl)methoxy]-4-methyl-3-pyridinyl]methyl]-3-fluoro-N-(methylsulfaniosulfonyl)pyridin-2-amine ClC=1C=C(C=CC1)COC=1C(=C(C=NC1)CC1=C(C(=NC=C1)NS(=O)(=O)[SH+]C)F)C